C(C1=CC=CC=C1)P(C1=CC=CC=C1)(C1=CC=CC=C1)=O benzylbis(phenyl)phosphine oxide